S(=O)(=O)=C1NN=CC=C1 sulfonylpyridazine